1-cyclopropyl-N-(5-(1-(4-ethylphenyl)-1H-pyrazol-3-yl)-1H-indol-3-yl)methanesulfonamide C1(CC1)CS(=O)(=O)NC1=CNC2=CC=C(C=C12)C1=NN(C=C1)C1=CC=C(C=C1)CC